CC1(NC(C=C1)(C)C)C 2,2,5,5-tetramethyl-3-pyrrolin